ClC=1C(=C(C(=O)O)C=C(C1)NC(=O)C1(CC1)C1=C(C=C(C=C1)C(F)(F)F)F)C=1C=NC(=CC1)C(CC)(F)F 3-Chloro-2-[6-(1,1-difluoropropyl)pyridin-3-yl]-5-[({1-[2-fluoro-4-(trifluoromethyl)phenyl]cyclopropyl}carbonyl)amino]benzoic acid